NC=1C=2N(C(=C(N1)C1=CC=C(C=C1)F)C=1C=CC=3N(C1)C(=CN3)C)C=C(N2)C(=O)NC23CC(C2)(C3)CNC(OC(C)(C)C)=O tert-butyl N-({3-[8-amino-6-(4-fluorophenyl)-5-{3-methylimidazo[1,2-a]pyridin-6-yl}imidazo[1,2-a]pyrazine-2-amido]bicyclo[1.1.1]pentan-1-yl}methyl)carbamate